2-(2-mercaptophenyl)benzoic acid SC1=C(C=CC=C1)C1=C(C(=O)O)C=CC=C1